COC1=CC=C(C=C1)C=CC=CC(=O)O 5-(4-methoxyphenyl)-2,4-pentadienoic acid